C(=O)N(CCCCCCN(C1CC(NC(C1)(C)C)(C)C)C=O)C1CC(NC(C1)(C)C)(C)C N,N'-bisformyl-N,N'-bis-(2,2,6,6-tetramethyl-4-piperidinyl)-hexamethylenediamine